CC(CCC1=CC=C2C(NS(C3=CC=CC(N[C@H](CC[C@H]4CC(N(C2=N1)C4)(C)C)C4=NC=CC=C4)=N3)(=O)=O)=O)(C)C (14S,17R)-8-(3,3-dimethyl-butyl)-12,12-dimethyl-17-(pyridin-2-yl)-2λ6-thia-3,9,11,18,23-pentaazatetracyclo[17.3.1.111,14.05,10]tetracosa-1(22),5,7,9,19(23),20-hexaene-2,2,4-trione